C(C)OC1=NC(=NC=C1C(NC=1C=C(C=2N(C1)C=C(N2)C)F)=O)OC(N(C)C2CNCC2)=O [4-ethoxy-5-(8-fluoro-2-methylimidazo[1,2-a]pyridin-6-yl-carbamoyl)pyrimidin-2-yl]pyrrolidin-3-yl-N-methylcarbamate